C(C)(=O)C1=CC=C(C=C1)C=1C(=CC(=CC1)C(C)=O)C1=CC=CC=C1 4,4'-diacetyl-terphenyl